1-(2-((4-(4-amino-2,3-dihydro-1H-inden-5-yl)-6-fluoropyridin-2-yl)-oxy)ethyl)-4-fluoro-N,N-bis(4-methoxybenzyl)-1H-pyrazole-3-sulfonamide NC1=C2CCCC2=CC=C1C1=CC(=NC(=C1)F)OCCN1N=C(C(=C1)F)S(=O)(=O)N(CC1=CC=C(C=C1)OC)CC1=CC=C(C=C1)OC